2-[4-(4-Hydroxy-piperidin-1-yl)-6-pyridin-3-yl-pyrimidin-2-ylamino]-4-methylthiazole-5-carboxylic acid ethyl ester C(C)OC(=O)C1=C(N=C(S1)NC1=NC(=CC(=N1)N1CCC(CC1)O)C=1C=NC=CC1)C